C(C)(C)(C)N1N=CC(=C1)C(=O)NCC1=C(C=C(C=C1)C1=NC=NC(=C1)NC1=NN2C(CN(CC2)CCO)=C1)C 1-(tert-butyl)-N-(4-(6-((5-(2-hydroxyethyl)-4,5,6,7-tetrahydropyrazolo[1,5-a]pyrazin-2-yl)amino)pyrimidin-4-yl)-2-methylbenzyl)-1H-pyrazole-4-carboxamide